nicotine R-mandelate C([C@H](O)C1=CC=CC=C1)(=O)O.N1=CC=CC(=C1)C1N(C)CCC1